(3S)-3-((4-(2,2-difluoroethyl)piperazin-1-yl)methyl)-10-(2,4-difluorophenyl)-7-((S)-2-methylpiperazin-1-yl)-9-(trifluoromethyl)-2H-[1,4]thiazino[2,3,4-ij]quinazolin-5(3H)-one FC(CN1CCN(CC1)C[C@H]1CSC=2C(=C(C=C3C(=NC(N1C23)=O)N2[C@H](CNCC2)C)C(F)(F)F)C2=C(C=C(C=C2)F)F)F